FC=1C(=C(C=CC1)NC1=C(NC2=C1C(NCC2)=O)C2=C(C=NC=C2)C#CC2COC2)OC 3-[(3-fluoro-2-methoxyphenyl)amino]-2-[3-[2-(oxetan-3-yl)ethynyl]pyridin-4-yl]-1H,5H,6H,7H-pyrrolo[3,2-c]pyridin-4-one